[6-[3-(1-hydroxycyclopropyl)-1,2,4-triazol-1-yl]-2-azaspiro[3.3]heptan-2-yl]-[6-[[5-(trifluoromethyl)-2-pyridyl]methyl]-2-azaspiro[3.4]octan-2-yl]methanone OC1(CC1)C1=NN(C=N1)C1CC2(CN(C2)C(=O)N2CC3(C2)CC(CC3)CC3=NC=C(C=C3)C(F)(F)F)C1